ClC=1C=C(C=CC1C)C1=NN(C=C1NC(=O)C=1C=NN2C1N=CC=C2)CC(C)(C)O N-(3-(3-chloro-4-methylphenyl)-1-(2-hydroxy-2-methylpropyl)-1H-pyrazol-4-yl)pyrazolo[1,5-a]pyrimidine-3-carboxamide